C1=CC=CC=2C3=CC=CC=C3C(C12)COC(=O)N[C@H](C(=O)O)CC1=C(C=CC(=C1)Cl)OC1CCCC1 (S)-2-((((9H-fluoren-9-yl)methoxy)carbonyl)amino)-3-(5-chloro-2-(cyclopentyloxy)phenyl)propanoic acid